ClC=1C=C(C=CC1)C=C(C(=O)Cl)C#N 3-(3-chlorophenyl)-2-cyanoacryloyl chloride